C(#N)C=1C=CC(=C(C1)C1=CC(=NC=C1C(=O)NC=1SC2=NC(=CC=C2N1)C1=NC=C(C=C1)C#N)C)OC 4-(5-cyano-2-methoxyphenyl)-N-(5-(5-cyanopyridin-2-yl)thiazolo[5,4-b]pyridin-2-yl)-6-methylnicotinamide